Methyl 5-(benzyloxy)-8-(3-(ethoxycarbonyl)thioureido)-2-phenyl-1,7-naphthyridine-6-carboxylate C(C1=CC=CC=C1)OC1=C2C=CC(=NC2=C(N=C1C(=O)OC)NC(=S)NC(=O)OCC)C1=CC=CC=C1